ClC1=C(C=C(C=C1)NC(=O)[C@@H]1C([C@H]1C1=CC(=CC(=C1)Cl)Cl)(Cl)Cl)NC(=O)[C@@H]1N(CCC1)CC(F)(F)F |&1:26| trans-rac-N-(2-Chloro-5-(2,2-dichloro-3-(3,5-dichlorophenyl)cyclopropane-1-carboxamido)phenyl)-1-(2,2,2-trifluoroethyl)pyrrolidine-2-carboxamide